tert-butyl (5aR,9aR)-4-cyano-3-(((E)-(dimethylamino)methylene)amino)-10-methyl-5a,6,9a,10-tetrahydro-7H-dipyrido[3,2-b:3',4'-e][1,4]oxazine-8(9H)-carboxylate C(#N)C1=C(C=NC2=C1O[C@H]1[C@H](N2C)CN(CC1)C(=O)OC(C)(C)C)/N=C/N(C)C